1,5-diisocyanatopentanen Disodium dihydrogen ethylenediamine-tetraacetate C(CN(CC(=O)O)CC(=O)O)N(CC(=O)[O-])CC(=O)[O-].[Na+].[Na+].N(=C=O)C=CCCCN=C=O